CC(C[C@@H](C(N[C@H](C=O)C[C@H]1C(NCCC1)=O)=O)NC([C@@H](CC1=CC=CC2=CC=CC=C12)NC(OCC1=CC=CC=C1)=O)=O)C Benzyl ((R)-1-(((S)-4-methyl-1-oxo-1-(((S)-1-oxo-3-((S)-2-oxopiperidin-3-yl)propan-2-yl)amino)pentan-2-yl)amino)-3-(naphthalen-1-yl)-1-oxopropan-2-yl)carbamate